(2S,3S)-3-((tert-butyldimethylsilyl)oxy)butan-2-ol [Si](C)(C)(C(C)(C)C)O[C@H]([C@H](C)O)C